C(#N)/C(/C(=O)NC1=CC=C(C(=O)OC)C=C1)=C(\C=1C(=NOC1)C)/O methyl (Z)-4-(2-cyano-3-hydroxy-3-(3-methylisoxazol-4-yl)acryl amido)benzoate